F[C@H]1CN(C[C@@H]1NC1=NC(=CC=C1)C1=CN=C2N1C=CC(=C2)C2(CC2)C(F)(F)F)C(=O)OC(C)(C)C tert-butyl (3S,4S)-3-fluoro-4-[[6-[7-[1-(trifluoromethyl)cyclopropyl]imidazo[1,2-a]pyridin-3-yl]-2-pyridyl]amino]pyrrolidine-1-carboxylate